N1=C(C=CC=C1)C1=NC2=CC=CC=C2C(=N1)N (pyridin-2-yl)quinazolin-4-amine